N[C@H](\C=N\OCC(=O)N1[C@@H](CN(CC1)C1=NC=C(C#N)C=C1)C)C 6-((R)-4-(2-(((E)-((S)-2-aminopropylidene)amino)oxy)acetyl)-3-methylpiperazin-1-yl)nicotinonitrile